BrC1=C(OC=2C1=NC(=CC2NCC=2SC=CC2)C#N)C[C@H](C)NC(OC(C)(C)C)=O tert-butyl N-[(2S)-1-{3-bromo-5-cyano-7-[(thiophen-2-ylmethyl)amino]furo[3,2-b]pyridin-2-yl}propan-2-yl]carbamate